NCCC(=O)NCCCC 3-amino-N-butyl-propaneamide